CN(C1CCN(CC1)C1=C(C=C(C=C1)C1=NC=2C=CC=CC2C=2N1N(C(C2C(C)C)=O)C)C(F)(F)F)C (4-(4-(dimethylamino)piperidin-1-yl)-3-(trifluoromethyl)phenyl)-1-isopropyl-3-methylpyrazolo[1,5-c]quinazolin-2(3H)-one